C(C)OC(CCC(=O)C1=NC2=CC(=CC=C2C=C1O)C1=CC(=C(C=C1)F)C)=O 4-[7-(4-fluoro-3-methyl-phenyl)-3-hydroxy-quinolin-2-yl]-4-oxo-butyric acid ethyl ester